CN(C(=O)[C@H]1N[C@@H]2CC[C@H]1C2)C=2C=C(C=CC2)C (1R,3S,4S)-N-methyl-N-(m-tolyl)-2-azabicyclo[2.2.1]heptane-3-carboxamide